dimethylDisulfide CSSC